FC(OC1=C(C=CC=C1)C1=C(C=NO1)C(=O)NC1=CC(=CC=C1)C(F)(F)F)F 5-(2-(difluoromethoxy)phenyl)-N-(3-(trifluoromethyl)phenyl)isoxazole-4-carboxamide